3-(6-((3,9-diazaspiro[5.5]undecan-3-yl)methyl)-1-methyl-1H-indazol-3-yl)piperidine-2,6-dione C1CN(CCC12CCNCC2)CC2=CC=C1C(=NN(C1=C2)C)C2C(NC(CC2)=O)=O